BrCCCCCCCC(=O)NC1CCN(CC1)CCC1=CC=CC=C1 8-bromo-N-(1-phenethylpiperidin-4-yl)octanamide